trans-3-[(2-chloro-4-fluorobenzyl)oxy]cyclobutane-1-carboxylic acid ClC1=C(CO[C@@H]2C[C@H](C2)C(=O)O)C=CC(=C1)F